C(CCCCC(CCCC)C(=O)O)C(=O)O 1,6-decanedicarboxylic acid